C1(CCCCC1)NC=1C2=C(N=CC1C#CC1=CC=C(C=C1)[N+](=O)[O-])NC=C2 N-cyclohexyl-5-((4-nitrophenyl)ethynyl)-1H-pyrrolo[2,3-b]pyridin-4-amine